C1(CCC1)NC(=O)C1=NC=C(C=C1)NC1=NC=C(C(=N1)NC=1C=CC2=C(NC(O2)=O)C1)C 5-[5-Methyl-4-(2-oxo-2,3-dihydro-benzooxazol-5-ylamino)-pyrimidin-2-ylamino]-pyridine-2-carboxylic acid cyclobutylamide